ClC1=CC=C(C=C1)CC1(C=C2C(=C3N(C(N2)=O)C(C(N3)=O)C(C)C)N=C1)N1CCC3(OCCO3)CC1 8-[(4-chlorophenyl)methyl]-8-(1,4-dioxa-8-azaspiro[4.5]decan-8-yl)-3-(propan-2-yl)imidazo[1,2-c]pyrido[2,3-e]pyrimidine-2,5(3H,6H)-dione